((4-(4-((2-(2-fluoropropan-2-yl)-1H-imidazol-1-yl)methyl)phenyl)-2-isobutylthiazol-5-yl)sulfonyl)carbamic acid methyl ester COC(NS(=O)(=O)C1=C(N=C(S1)CC(C)C)C1=CC=C(C=C1)CN1C(=NC=C1)C(C)(C)F)=O